C(=O)C1=C(O[C@@H](C(=O)O)C)C=C(C=C1O)OC (R)-2-(2-formyl-3-hydroxy-5-methoxyphenoxy)propanoic acid